nitroanilineethanol [N+](=O)([O-])N(C1=CC=CC=C1)CCO